3-Nitro-4-iodobenzoic acid [N+](=O)([O-])C=1C=C(C(=O)O)C=CC1I